7-[rac-(2R,4R)-2-(1-cyclopropylpyrazol-4-yl)tetrahydropyran-4-yl]-2,3-dimethyl-9-[3-(trifluoromethyl)-1-bicyclo[1.1.1]pentanyl]pyrazino[1,2-a]pyrimidin-4-one C1(CC1)N1N=CC(=C1)[C@@H]1OCC[C@H](C1)C=1N=C(C=2N(C(C(=C(N2)C)C)=O)C1)C12CC(C1)(C2)C(F)(F)F |r|